Cl.C[C@H]1COC2(CNC2)CC1 (R)-7-methyl-5-oxa-2-azaspiro[3.5]Nonane hydrochloride